5-(5-pyridyl)-1,3,4-thiadiazole N1=CC=CC(=C1)C1=NN=CS1